1-(4-(2-(6-(Difluoromethyl)imidazo[1,2-a]pyrazin-3-yl)pyrimidin-4-yl)piperazin-1-yl)ethan-1-one FC(C=1N=CC=2N(C1)C(=CN2)C2=NC=CC(=N2)N2CCN(CC2)C(C)=O)F